4-((6-chloro-1,3-benzodiazol-1-yl)methyl)phenylboronic acid ClC=1C=CC2=C(N(C=N2)CC2=CC=C(C=C2)B(O)O)C1